ClC1=NC=C2C(=CC(=NC2=C1F)OCC12CCCN2CCC1)N1CC2CCC(C1)N2C(=O)OC(C)(C)C tert-butyl 3-{7-chloro-8-fluoro-2-[(hexahydro-1H-pyrrolizin-7a-yl) methoxy]-1,6-naphthyridin-4-yl}-3,8-diazabicyclo[3.2.1]octane-8-carboxylate